CC1=CC=2N(C3=CC(=CC=C3C2C=C1)C)C1=C(C(=C(C(=C1N1C2=CC(=CC=C2C=2C=CC(=CC12)C)C)C1=NC(=NC(=N1)C1=CC=CC=C1)C1=CC=CC=C1)N1C2=CC(=CC=C2C=2C=CC(=CC12)C)C)N1C2=CC(=CC=C2C=2C=CC(=CC12)C)C)C=1SC2=C(N1)C=CC=C2 2-(2,3,5,6-tetrakis(2,7-dimethyl-9H-carbazol-9-yl)-4-(4,6-diphenyl-1,3,5-triazin-2-yl)phenyl)benzo[d]thiazole